C(CC=C)I homoallyl iodide